5-((4-(2,3-dichloropyridin-4-yl)piperazin-1-yl)methyl)-2-(2,6-dioxopiperidin-3-yl)isoindoline ClC1=NC=CC(=C1Cl)N1CCN(CC1)CC=1C=C2CN(CC2=CC1)C1C(NC(CC1)=O)=O